COC1=CC=C(CN(C2=CC(=C(C(=N2)C2=C(C=C3C(NC(=NC3=C2F)Cl)=O)F)C(F)(F)F)C)CC2=CC=C(C=C2)OC)C=C1 7-(6-(bis(4-methoxybenzyl)amino)-4-methyl-3-(trifluoromethyl)pyridin-2-yl)-2-chloro-6,8-difluoroquinazolin-4(3H)-one